OC=1C=C2C(C(=COC2=CC1O)C1=CC=C(C=C1)O)=O 6,7,4'-trishydroxyisoflavone